2-(3-cyanophenyl)-N-(2-hydroxy-2-methyl-propyl)-3-thiazol-5-yl-pyrazolo[1,5-a]pyrimidine-5-carboxamide C(#N)C=1C=C(C=CC1)C1=NN2C(N=C(C=C2)C(=O)NCC(C)(C)O)=C1C1=CN=CS1